7-(1-ethylcyclopropyl)-2-(methylsulfanyl)imidazo[4,3-f][1,2,4]triazine C(C)C1(CC1)C1=NC=C2C=NC(=NN21)SC